4'-phenyl-1,1':3',1''-terphenyl C1(=CC=CC=C1)C1=C(C=C(C=C1)C1=CC=CC=C1)C1=CC=CC=C1